(2S,4S)-4-fluoro-1-[2-[4-[furo[3,2-c]pyridin-7-yl-(methyl)amino]-1-piperidyl]acetyl]pyrrolidine-2-carbonitrile F[C@H]1C[C@H](N(C1)C(CN1CCC(CC1)N(C)C=1C2=C(C=NC1)C=CO2)=O)C#N